(S)-3-((5-iodopyridin-2-yl)oxy)pyrroline-1-carboxylic acid tert-butyl ester C(C)(C)(C)OC(=O)N1C=C(CC1)OC1=NC=C(C=C1)I